BrCC1=C(C(=NC=C1)OCC(F)(F)F)C (bromomethyl)-3-methyl-2-(2,2,2-trifluoroethoxy)pyridine